6-chloro-3-cyclopropyl-4-(3-methyl-4-methanesulfonylphenyl)-1H-indazole-5-carbonitrile ClC1=C(C(=C2C(=NNC2=C1)C1CC1)C1=CC(=C(C=C1)S(=O)(=O)C)C)C#N